COC=1C=C2C=CN(C2=CC1)C1OC(OC1)=O 4-(5-methoxy-1H-indol-1-yl)-1,3-dioxolan-2-one